NC(/C=C/CC[C@@H](C(=O)NC=1C(N(C=CC1)CC=1OC2=C(N1)C=CC=C2CC(C)C)=O)NC(OC)=O)=O methyl (S,E)-(7-amino-1-((1-((7-isobutylbenzo[d]oxazol-2-yl)methyl)-2-oxo-1,2-dihydropyridin-3-yl)amino)-1,7-dioxohept-5-en-2-yl)carbamate